C1(=CC=CC=C1)S(=O)(=O)OC1CCC(CC1)CN1CCN(CC1)C=1SC2=C(C(C1)=O)C=C(C=C2[N+](=O)[O-])C(F)(F)F 2-(4-(4-benzenesulfonyloxycyclohexylmethyl)piperazin-1-yl)-6-(trifluoromethyl)-8-nitro-benzothiopyran-4-one